1-(p-chlorophenyl)-3-cyanoguanidine ClC1=CC=C(C=C1)NC(=N)NC#N